3-[5-(4-methylquinolin-2-yl)-1-oxo-2,3-dihydro-1H-isoindol-2-yl]piperidine-2,6-dione CC1=CC(=NC2=CC=CC=C12)C=1C=C2CN(C(C2=CC1)=O)C1C(NC(CC1)=O)=O